C(C)(C)(C)C1=NN(C=C1)CCCCN 4-(3-(tert-butyl)-1H-pyrazol-1-yl)butan-1-amine